N-(5-Chloro-6-(2H-1,2,3-triazol-2-yl)pyridin-3-yl)-1-(1-(1,1-difluoroethyl)-isochinolin-4-yl)-5-(trifluoromethyl)-1H-pyrazol-4-carboxamid ClC=1C=C(C=NC1N1N=CC=N1)NC(=O)C=1C=NN(C1C(F)(F)F)C1=CN=C(C2=CC=CC=C12)C(C)(F)F